ClC=1C=C(C=CC1OC1=C2C(=NC=C1)C=C(S2)C2=NC=C(C=C2)CN2CCOCC2)NC(=O)C=2C(N(C=CC2OCC)C2=CC=C(C=C2)F)=O N-[3-chloro-4-({2-[5-(morpholinomethyl)pyridin-2-yl]thieno[3,2-b]pyridin-7-yl}oxy)phenyl]-4-ethoxy-1-(4-fluorophenyl)-2-oxo-1,2-dihydropyridine-3-carboxamide